CC1(CC1)C=1C=C(C=CC1)C1=CC=2C(=CN=C(C2)CC2(CC2)C(=O)O)N1 1-((2-(3-(1-Methylcyclopropyl)phenyl)-1H-pyrrolo[2,3-c]pyridin-5-yl)methyl)cyclopropane-1-carboxylic acid